C1(CC1)C1=CC(=NN1)NC1=NC(=NC2=CC=CC=C12)C=1C=CC(=NC1)N1CC2N(C(C1)C2)CC=2C=CC(=NC2)C#N 5-((3-(5-(4-((5-cyclopropyl-1H-pyrazol-3-yl)amino)quinazolin-2-yl)pyridin-2-yl)-3,6-diazabicyclo[3.1.1]heptan-6-yl)methyl)picolinonitrile